(E)-3-((cyclopropylmethyl)amino)-N-((1,2,3,5,6,7-hexahydro-s-indacen-4-yl)carbamoyl)prop-1-ene-1-sulfonimidamide C1(CC1)CNC/C=C/S(=O)(NC(NC1=C2CCCC2=CC=2CCCC12)=O)=N